4-iodo-1-pentanol IC(CCCO)C